C(C)(C)(C)OC(=O)N1[C@H]2C[C@@H]([C@@H](C1)CC2)OCC=2C(=NOC2C2CC2)C2=C(C=CC=C2Cl)Cl (1R,4R,5S)-5-((5-cyclopropyl-3-(2,6-dichlorophenyl)isoxazol-4-yl)methoxy)-2-azabicyclo[2.2.2]octane-2-carboxylic acid tert-butyl ester